N[C@H](C(=O)O)CC(=O)O[C@@H]1C2(CCC(C1)(CC2)NC(COC2=CC(=C(C=C2)Cl)F)=O)NC(COC2=CC(=C(C=C2)Cl)F)=O (2S)-2-amino-4-({(2S)-1,4-bis[2-(4-chloro-3-fluorophenoxy)acetamido]bicyclo[2.2.2]oct-2-yl}oxy)-4-oxobutanoic acid